methoxy-5-(tetramethyl-1,3,2-dioxaborolan-2-yl)-2H-indazole-7-carboxylic acid methyl ester COC(=O)C1=CC(=CC2=CN(N=C12)OC)B1OC(C(O1)(C)C)(C)C